N-(4-bromoisoquinolin-1-yl)benzo[d]thiazol-2-amine BrC1=CN=C(C2=CC=CC=C12)NC=1SC2=C(N1)C=CC=C2